Methyl 2-(2-{[(tert-butoxy)carbonyl]amino}ethyl)-3-oxo-2,3-dihydro-1H-isoindole-5-carboxylate C(C)(C)(C)OC(=O)NCCN1CC2=CC=C(C=C2C1=O)C(=O)OC